ClC=1C=C(C2=C(C(=C(O2)C)CCNC2=CC(=NC=N2)C2=CC(=C(C(=O)O)C=C2)OCC)C1)Cl 4-{6-[2-(5,7-Dichloro-2-methyl-benzofuran-3-yl)-ethylamino]-pyrimidin-4-yl}-2-ethoxybenzoic acid